5-(5-Chloropyridin-2-yl)-2,3-dihydro-1,3,4-oxadiazol-2-one ClC=1C=CC(=NC1)C1=NNC(O1)=O